C(C)OC=1N=CC2=C(N1)NC=C2C=2C=CC=1N(C2)N=CN1 6-(2-ethoxy-7H-pyrrolo[2,3-d]pyrimidin-5-yl)-[1,2,4]triazolo[1,5-a]pyridine